FC(COC(C(=O)Cl)=O)(F)F.O=C(C(=O)OCC(F)(F)F)N1[C@H](CC[C@@H](C1)C)C1=CC(=NC=C1)OC1CC1 |r| 2,2,2-Trifluoroethyl 2-oxo-2-[rac-(2R,5S)-2-[2-(cyclopropoxy)-4-pyridyl]-5-methyl-1-piperidyl]acetate 2,2,2-Trifluoroethyl-2-chloro-2-oxo-acetate